C(CCCCCC)OC=1OCCCN1 2-heptoxy-5,6-dihydro-4H-1,3-oxazine